ethyl-[(naphthalene-2-yl)methyl]amine C(C)NCC1=CC2=CC=CC=C2C=C1